COC(=O)C1=C(N=NC(=C1)C(F)(F)F)OC1=C(C=C(C=C1)Br)C 3-(4-bromo-2-methyl-phenoxy)-6-(trifluoromethyl)pyridazine-4-carboxylic acid methyl ester